2-cyano-N-(pyrimidin-4-ylmethyl)acetamide C(#N)CC(=O)NCC1=NC=NC=C1